(S)-2-amino-3-(2-oxo-1,2-dihydropyridin-4-yl)propanoic acid N[C@H](C(=O)O)CC1=CC(NC=C1)=O